C1(=CCCC1)C=1C(C(=CN(C1C)C)C(=O)NC1=CC(=C(C=C1)OC1=CC=NC2=CC(=C(N=C12)OC)OC)F)=O 5-(Cyclopenten-1-yl)-N-[4-[(6,7-dimethoxy-1,5-naphthyridin-4-yl)oxy]-3-fluorophenyl]-1,6-dimethyl-4-oxopyridine-3-carboxamide